tert-butyl(2-(1,3-dioxolan-2-yl)-4-(4,4,5,5-tetramethyl-1,3,2-dioxaborolan-2-yl)phenoxy)dimethylsilane C(C)(C)(C)[Si](C)(C)OC1=C(C=C(C=C1)B1OC(C(O1)(C)C)(C)C)C1OCCO1